2,3-dihydro-pyrido[2,3-b][1,4]oxazine N1C2=C(OCC1)N=CC=C2